BrC(C(=O)O)CCCCCCCCCCCCCCCCCCCC bromobehenic acid